CC=1N(C=CN1)CC(COC1=CC=CC=C1)O 1-(2-methyl-1H-imidazol-1-yl)-3-phenoxypropan-2-ol